O1CCOC2=NC=C(C=C21)S(=O)(=O)N2CC1=C(C2)CN=C1 5-((2,3-dihydro[1,4]dioxino[2,3-b]pyridin-7-yl)sulfonyl)-3,4,5,6-tetrahydropyrrolo[3,4-c]pyrrol